5-[(2R*)-1-[(2S,4R)-4-hydroxy-2-{[(1S)-1-[4-(4-methyl-1,3-thiazol-5-yl)phenyl]ethyl]carbamoyl}pyrrolidin-1-yl]-3-methyl-1-oxobutan-2-yl]-1,2-oxazol O[C@@H]1C[C@H](N(C1)C([C@H](C(C)C)C1=CC=NO1)=O)C(N[C@@H](C)C1=CC=C(C=C1)C1=C(N=CS1)C)=O |o1:7|